FC1=C(C=C(C(=C1F)F)F)S(=O)(=O)N 2,3,4,5-tetrafluorobenzenesulfonamide